Cl.FCCCN1CC(C1)CC1=CC=C(C=C1)C1=C(CCCC2=C1C=CC(=C2)C(=O)O)C2=C(C=C(C=C2)OC)C(F)(F)F 9-(4-((1-(3-fluoropropyl)azetidin-3-yl)methyl)phenyl)-8-(4-methoxy-2-(trifluoromethyl)phenyl)-6,7-dihydro-5H-benzo[7]annulene-3-carboxylic acid, hydrochloride